OC(=O)C(F)(F)F.C(C)(=O)C1=CN(C2=CC=C(C=C12)C=1C=NC(=NC1)C)CC(=O)N1NC(CC1)C(=O)NC=1C(=C(C=CC1)C1=C(C=CC=C1)Cl)F (2-(3-acetyl-5-(2-methylpyrimidin-5-yl)-1H-indol-1-yl)acetyl)-N-(2'-chloro-2-fluoro-[1,1'-biphenyl]-3-yl)pyrazolidine-3-carboxamide TFA salt